5-Cyclopropylindole C1(CC1)C=1C=C2C=CNC2=CC1